cyano-p-methyl-p-methoxycinnamate C(#N)OC(C=CC1=CCC(C=C1)(OC)C)=O